C1=CC=CC=2C3=CC=CC=C3C(C12)COC(=O)N[C@](C(=O)O)(CC1=C(C=CC=C1)F)C (2S)-2-(9H-fluoren-9-ylmethoxycarbonylamino)-3-(2-fluorophenyl)-2-methyl-propanoic acid